[4-(difluoromethoxy)-3-[(E)-2-ethoxyvinyl]phenyl]acetic acid FC(OC1=C(C=C(C=C1)CC(=O)O)\C=C\OCC)F